methyl ((4-chloro-2',3',4',5',6,6'-hexafluoro-[1,1'-biphenyl]-3-yl)sulfonyl)carbamate ClC1=C(C=C(C(=C1)F)C1=C(C(=C(C(=C1F)F)F)F)F)S(=O)(=O)NC(OC)=O